3-(2-((benzylthio)methyl)imidazo[1,2-a]pyridin-6-yl)-5-(trifluoromethyl)-1,2,4-oxadiazole C(C1=CC=CC=C1)SCC=1N=C2N(C=C(C=C2)C2=NOC(=N2)C(F)(F)F)C1